(8-iodo-3,4-dihydro-2H-pyrido[3,2-B][1,4]oxazin-3-yl)methanol IC1=CC=NC2=C1OCC(N2)CO